N-(1-(bicyclo[2.2.2]octan-2-yl)ethyl)-2-oxo-1,2-dihydroquinoxaline-6-sulfonamide C12C(CC(CC1)CC2)C(C)NS(=O)(=O)C=2C=C1N=CC(NC1=CC2)=O